(RS)-1-(4-chlorophenyl)-4,4-dimethyl-3-(1H-1,2,4-triazol-1-ylmethyl)pentan-3-ol tert-butyl-5-[bis[(4-methoxyphenyl)methyl]amino]-2-chloro-6-methyl-pyrrolo[3,2-b]pyridine-1-carboxylate C(C)(C)(C)C1=C(N(C=2C1=NC(=C(C2)C)N(CC2=CC=C(C=C2)OC)CC2=CC=C(C=C2)OC)C(=O)O[C@](CCC2=CC=C(C=C2)Cl)(C(C)(C)C)CN2N=CN=C2)Cl |r|